NC(C(=O)OC(C)(C)C)C1=C(C(=CC=C1)OC(F)(F)F)F tert-butyl 2-amino-2-(2-fluoro-3-(trifluoromethoxy)phenyl)acetate